CC1=CC=C(C=C1)C1=C(C=CC=C1)O 2-(4-methylphenyl)phenol